P([O-])([O-])=O.[Li+].[Li+] lithium phosphonate salt